(6-(3-((R)-1-(2,4-dichlorophenyl)ethyl)-3H-[1,2,3]triazolo[4,5-d]pyrimidin-5-yl)-2,6-diazaspiro[3.3]heptane-2-yl)((R)-piperidin-2-yl)methanone ClC1=C(C=CC(=C1)Cl)[C@@H](C)N1N=NC2=C1N=C(N=C2)N2CC1(CN(C1)C(=O)[C@@H]1NCCCC1)C2